N-[6-[[8-chloro-3-(3-fluorophenyl)-3-methyl-1,5-dioxo-2H-imidazo[1,5-a]pyridin-6-yl]amino]pyrimidin-4-yl]cyclopropanecarboxamide ClC1=C2N(C(C(=C1)NC1=CC(=NC=N1)NC(=O)C1CC1)=O)C(NC2=O)(C)C2=CC(=CC=C2)F